3-(3-((1H-pyrrolo[2,3-b]pyridin-5-yl)oxy)phenyl)-N-(4-methyl-3-(trifluoromethyl)phenyl)acrylamide N1C=CC=2C1=NC=C(C2)OC=2C=C(C=CC2)C=CC(=O)NC2=CC(=C(C=C2)C)C(F)(F)F